C(C)(C)(C)[C@H]1C[C@H](C1)NC(OCC=1C=C2C(N(CC2=CC1)C1C(NC(CC1)=O)=O)=O)=O cis-(2-(2,6-dioxopiperidin-3-yl)-3-oxoisoindolin-5-yl)methyl ((1s,3s)-3-(tert-butyl)cyclobutyl)carbamate